(4-((4-bromo-5-chloro-1-((2-(trimethylsilyl) ethoxy) methyl)-1H-pyrrolo[2,3-c]pyridin-2-yl) methyl) pyrrolidin-3-yl) carbamate C(N)(OC1CNCC1CC1=CC=2C(=CN=C(C2Br)Cl)N1COCC[Si](C)(C)C)=O